[4,4'-bis(1,1-dimethylethyl)-2,2'-bipyridine] nickel (II) [Ni+2].CC(C)(C)C1=CC(=NC=C1)C1=NC=CC(=C1)C(C)(C)C